rac-3-(((1R,2R)-2-((tert-butyldimethylsilyl)oxy)cyclohexyl)amino)-5-methylbenzonitrile [Si](C)(C)(C(C)(C)C)O[C@H]1[C@@H](CCCC1)NC=1C=C(C#N)C=C(C1)C |r|